[Si](C)(C)(C(C)(C)C)OC[C@@H]1[C@@](CC=2C=NNC2C1)(C)[C@@H]1[C@H]([C@@H]2CC[C@@H]([C@]2(CC1)C)CC)CNC(OCC)=O ethyl (((1S,3aS,4S,5S,7aR)-5-((5R,6S)-6-(((tert-butyldimethylsilyl)oxy)methyl)-5-methyl-4,5,6,7-tetrahydro-1H-indazol-5-yl)-1-ethyl-7a-methyloctahydro-1H-inden-4-yl)methyl)carbamate